pentamethylcyclopentadienyl-(1-isopropyl-6,7,8,9-tetrahydro-1H-cyclopenta[a]naphthalene) hafnium [Hf].CC1=C(C(=C(C1(C1(C=CC=2C1=C1CCCCC1=CC2)C(C)C)C)C)C)C